O=C1N(C=NC2=CC=CC=C12)C=1C=NC(=NC1)NC1CCC(CC1)N1CCN(CC1)C=1C=C2C(N(C(C2=CC1)=O)C1C(NC(CC1)=O)=O)=O 4-oxo-3-(2-{[(1r,4r)-4-{4-[2-(2,6-dioxopiperidin-3-yl)-1,3-dioxo-2,3-dihydro-1H-isoindol-5-yl]piperazin-1-yl}cyclohexyl]amino}pyrimidin-5-yl)-3,4-dihydroquinazolin